6-bromo-2-methyl-3-nitropyridine BrC1=CC=C(C(=N1)C)[N+](=O)[O-]